6-chloro-N-(5-chloro-1-cyclopropyl-1H-pyrazol-4-yl)-7-(7-methyl-2,7-diazaspiro[4.4]nonan-2-yl)quinazolin-2-amine ClC=1C=C2C=NC(=NC2=CC1N1CC2(CC1)CN(CC2)C)NC=2C=NN(C2Cl)C2CC2